N-e-lauryl-lysine C(CCCCCCCCCCC)N[C@@H](CCCCN)C(=O)O